2-[(2s)-2-aminopropyl]-3-chloro-7-{[(thiophen-2-yl)methyl]amino}thieno[3,2-b]pyridine-5-carbonitrile N[C@H](CC1=C(C2=NC(=CC(=C2S1)NCC=1SC=CC1)C#N)Cl)C